CC(=CCC/C(=C/COC1=C(C=C2C=CC(=O)OC2=C1)OC)/C)C 7-O-Geranylscopoletin